(2R,6S)-tert-butyl 2,6-dimethylpiperazine-1-carboxylate C[C@H]1N([C@H](CNC1)C)C(=O)OC(C)(C)C